COC1=NC(=NN2C1=C(C=C2)C=2C=C1N=CC=NC1=CC2)NC2CCC(CC2)(O)C(F)(F)F (1r,4r)-4-((4-methoxy-5-(quinoxalin-6-yl)pyrrolo[2,1-f][1,2,4]triazin-2-yl)amino)-1-(trifluoromethyl)cyclohexan-1-ol